C1=CC=CC=2C3=CC=CC=C3N(C12)C1=CC=C(C2=CC=CC=C12)B(O)O (4-(9H-carbazol-9-yl)naphthalene-1-yl)boronic acid